methyl 6-(benzyloxy)-9-(3-chlorophenyl)-[1,2,4]triazolo[1,5-h][1,7]naphthyridine-5-carboxylate C(C1=CC=CC=C1)OC=1C=2C=CC(=NC2C=2N(C1C(=O)OC)N=CN2)C2=CC(=CC=C2)Cl